tert-butyl (R)-3-((1,3-dioxoisoindolin-2-yl)methyl)-3,4-dihydroisoquinoline-2(1H)-carboxylate O=C1N(C(C2=CC=CC=C12)=O)C[C@@H]1N(CC2=CC=CC=C2C1)C(=O)OC(C)(C)C